1-(oxolan-3-yl)-N-(5-{2-[4-(trifluoromethyl)phenoxy]ethyl}-1H-indol-3-yl)methanesulfonamide O1CC(CC1)CS(=O)(=O)NC1=CNC2=CC=C(C=C12)CCOC1=CC=C(C=C1)C(F)(F)F